ClC1=C(C(=CC=C1)Cl)N1CC(C1)C1=CC=C(C=N1)CN1CC(C1)(O)C ((6-(1-(2,6-dichlorophenyl)azetidin-3-yl)pyridin-3-yl)methyl)-3-methylazetidin-3-ol